tert-butyl N-tert-butoxycarbonyl-N-dodec-11-enyl-carbamate C(C)(C)(C)OC(=O)N(C(OC(C)(C)C)=O)CCCCCCCCCCC=C